tert-Butyl (2-(3-carbamoyl-1H-pyrazol-1-yl)ethyl)(2-hydroxyethyl)carbamate (tert-Butyl (2-(3-carbamoyl-1H-pyrazol-1-yl)ethyl)(2-hydroxyethyl)carbamate) C(C)(C)(C)C(CN(C(O)=O)CCN1N=C(C=C1)C(N)=O)O.C(N)(=O)C1=NN(C=C1)CCN(C(OC(C)(C)C)=O)CCO